C(C)(C)(C)OC(=O)N1CC2(C1)CC(C2)CC(=O)O 2-(2-(tert-butoxycarbonyl)-2-azaspiro[3.3]heptan-6-yl)acetic acid